pyridinium (2S,5R)-7-oxo-N-[2-(2-oxoimidazolidin-1-yl)ethoxy]-6-(sulfooxy)-1,6-diazabicyclo[3.2.1]octane-2-carboxamide O=C1N([C@@H]2CC[C@H](N1C2)C(=O)NOCCN2C(NCC2)=O)OS(=O)(=O)O.[NH+]2=CC=CC=C2